OC1=CC=C(C=C1)C=1C=NN(C1C(=O)OC(C)(C)C)C tert-butyl 4-(4-hydroxyphenyl)-1-methyl-1H-pyrazole-5-carboxylate